4-[[2-(4-methoxy-phenyl)imidazo[1,2-a]pyrazin-3-yl]amino]-N-methylbenzamide COC1=CC=C(C=C1)C=1N=C2N(C=CN=C2)C1NC1=CC=C(C(=O)NC)C=C1